(2S)-2-({5-[2-(2,4-diamino-6-oxo-1,6-dihydropyrimidin-5-yl)acetamido]-3-(trifluoromethyl)pyridin-2-yl}formamido)pentanedioic acid NC=1NC(C(=C(N1)N)CC(=O)NC=1C=C(C(=NC1)C(=O)N[C@H](C(=O)O)CCC(=O)O)C(F)(F)F)=O